N[C@@H]1C[C@H](C1)NC1=NC=C2C=CN=C(C2=C1)N[C@H]1COCC1 7-(((trans)-3-aminocyclobutyl)amino)-1-(((R)-tetrahydrofuran-3-yl)amino)-2,6-naphthyridine